O=S1(CCN(CC1)CCCCCCCCCCC(=O)O)=O 11-(1,1-dioxothiomorpholino)undecanoic acid